(+)-Citrate C(CC(O)(C(=O)[O-])CC(=O)[O-])(=O)[O-]